ClC=1C(=C(C=CC1)N1CCN(CC1)C(CN1N=C(C=2CC(CCC12)(F)F)C(=O)N1CC(N(CC1)C)C)=O)C 1-(4-(3-Chloro-2-methylphenyl)piperazin-1-yl)-2-(3-(3,4-dimethylpiperazin-1-carbonyl)-5,5-difluoro-4,5,6,7-tetrahydro-1H-indazol-1-yl)ethan-1-on